C1(CC1)N1N=CC(=C1)C1=C2C(=NC=C1)N(C(N2C2CN(C2)C(C(=C)F)=O)=O)C=2C=NC(=CC2)C(F)(F)F 7-(1-cyclopropylpyrazol-4-yl)-1-[1-(2-fluoroacryloyl)azetidin-3-yl]-3-[6-(trifluoromethyl)pyridin-3-yl]-2,3-dihydro-1H-imidazo[4,5-b]pyridin-2-one